amino-maleate N/C(/C(=O)[O-])=C/C(=O)[O-]